di-tert-butyl ((3R)-4-(3-(4-fluorophenyl)-1H-indole-2-carboxamido)-2-hydroxybutane-1,3-diyl)dicarbamate FC1=CC=C(C=C1)C1=C(NC2=CC=CC=C12)C(=O)NC[C@H](C(CNC(OC(C)(C)C)=O)O)NC(OC(C)(C)C)=O